NC1=NC2=CC=C(C=C2C=C1C)C(=O)N(CC1=NC=C(C=C1)C(F)(F)F)[C@H](C)[C@@H](C)O 2-amino-N-((2R,3R)-3-hydroxy-2-butanyl)-3-methyl-N-((5-(trifluoromethyl)-2-pyridinyl)methyl)-6-quinolinecarboxamide